OCCCOCCC=1C=C2CN(C(C2=CC1)=O)C1C(NC(CC1)=O)=O 3-[5-[2-(3-hydroxypropoxy)ethyl]-1-oxo-isoindolin-2-yl]piperidine-2,6-dione